FC(OC1=CC=C(C=C1)C1CC(CC1)OC=1N=NNC1C(=O)O)(F)F 4-((3-(4-(trifluoromethoxy)phenyl)cyclopentyl)oxy)-1H-1,2,3-triazole-5-carboxylic acid